N-(3-hydroxy-1-(2-methoxyphenyl)propyl)acetamide OCCC(C1=C(C=CC=C1)OC)NC(C)=O